C[Si](CCOCN1C2=NC=3OCCCNC3C=C2C=C1)(C)C 4-[[2-(trimethylsilyl)ethoxy]methyl]-14-oxa-2,4,10-triazatricyclo[7.5.0.0^[3,7]]tetradeca-1(9),2,5,7-tetraen